6-cyano-N-(4-((6,7-dimethoxyquinolin-4-yl)oxy)-3-fluorophenyl)-5-(4-fluorophenyl)-1-methyl-4-oxo-1,4-dihydropyridine-3-carboxamide C(#N)C1=C(C(C(=CN1C)C(=O)NC1=CC(=C(C=C1)OC1=CC=NC2=CC(=C(C=C12)OC)OC)F)=O)C1=CC=C(C=C1)F